N-(5-amino-6-oxo-6,7,8,9-tetrahydronaphtho[1,2-d][1,3]dioxol-7-yl)acetamide NC1=CC2=C(OCO2)C=2CCC(C(C12)=O)NC(C)=O